C(C)/C(=C/OCCOCCOCCCC(=O)O)/CCCC.ClC=1C=C(C=CC1Cl)NC1=CC=CC=C1 2-((3,4-dichlorophenyl)amino)benzol (Z)-2-(2-(2-((2-ethylhex-1-en-1-yl)oxy)ethoxy)ethoxy)ethyl-acetate